N1(C=NC=C1)CC1=CC(=C2CCN(C(C2=C1)=O)C1C=2C=C(C(=NC2CCC1)C)OC)C=1C(=NN(C1)C)C(F)(F)F 7-((1H-Imidazol-1-yl)methyl)-2-(3-methoxy-2-methyl-5,6,7,8-tetrahydroquinolin-5-yl)-5-(1-methyl-3-(trifluoromethyl)-1H-pyrazol-4-yl)-3,4-dihydroisoquinolin-1(2H)-one